1-methyl-1,2-cyclohexanediamine CC1(C(CCCC1)N)N